5-{7-[2-(azetidin-1-yl)ethoxy]-1-fluoro-3-hydroxynaphthalen-2-yl}-1λ6,2,5-thiadiazolidine-1,1,3-trione N1(CCC1)CCOC1=CC=C2C=C(C(=C(C2=C1)F)N1CC(NS1(=O)=O)=O)O